[N+](=O)([O-])C1=NC(=NN1)C([N+](=O)[O-])([N+](=O)[O-])[N+](=O)[O-] 5-Nitro-3-trinitromethyl-1H-1,2,4-triazole